(R)-di-tert-butyl ((2-((8,9-difluoro-6-oxo-1,4,5,6-tetrahydro-2H-pyrano[3,4-c]isoquinolin-1-yl)(methyl)carbamoyl)-5,6-difluoro-1H-indol-1-yl)methyl) phosphate P(=O)(OC(C)(C)C)(OC(C)(C)C)OCN1C(=CC2=CC(=C(C=C12)F)F)C(N(C)[C@H]1COCC=2NC(C=3C=C(C(=CC3C21)F)F)=O)=O